methyl 2-[4-bromo-6-(dimethylamino)-1-oxo-phthalazin-2-yl]acetate BrC1=NN(C(C2=CC=C(C=C12)N(C)C)=O)CC(=O)OC